C(C)(C)(C)OC(NCCC1=CC=C(C=C1)OCC1CCN(CC1)C)=O 4-((1-methylpiperidin-4-yl)methoxy)phenethylcarbamic acid tert-butyl ester